C(C)[O-].C(C)[O-].C(C)[O-].C(C)[O-].[Ti+4] Titanium(4+) tetraethanolate